6-chloro-5-(pent-3-yn-1-yloxy)nicotinic acid ClC1=NC=C(C(=O)O)C=C1OCCC#CC